tert-butyl 3-(6-chloro-3-iodopyridazin-4-ylamino)cyclohexylcarbamate ClC1=CC(=C(N=N1)I)NC1CC(CCC1)NC(OC(C)(C)C)=O